ClC=1C=C(C=CC1Cl)C(CN1C(N(C2=C1C=CC=C2)CC2=C(C=C(C=C2)F)C(F)(F)F)=N)=O 1-(3,4-dichlorophenyl)-2-(3-(4-fluoro-2-(trifluoromethyl)benzyl)-2-imino-2,3-dihydro-1H-benzo[d]imidazol-1-yl)ethanone